N(=[N+]=[N-])CCOCC(=O)ON1C(CCC1=O)=O 2,5-dioxopyrrolidin-1-yl 2-(2-azidoethoxy)acetate